C1(=CC=CC=C1)CCC1=NNC(=N1)CCC 3-(2-phenylethyl)-5-propyl-[1,2,4]triazol